tert-butyl (R)-2-(4-(4-(3-aminopropyl)phenyl)-2,3,9-trimethyl-6H-thieno[3,2-f][1,2,4]triazolo[4,3-a][1,4]diazepin-6-yl)acetate NCCCC1=CC=C(C=C1)C1=N[C@@H](C=2N(C3=C1C(=C(S3)C)C)C(=NN2)C)CC(=O)OC(C)(C)C